1-Benzyl N-[2-[2-[2-[2-[2-(2,3-dimethoxy-5-nitro-phenoxy)ethoxy]ethoxy]ethoxy]ethoxy]ethyl]carbamate COC1=C(OCCOCCOCCOCCOCCNC(OCC2=CC=CC=C2)=O)C=C(C=C1OC)[N+](=O)[O-]